3-(2-{[(3S)-6,6-dimethylpiperidin-3-yl]amino}-5-(trifluoromethyl)pyrimidin-4-yl)-6-(1-methyl-1H-pyrazol-4-yl)-1H,6H,7H-pyrrolo[2,3-c]pyridin-7-one CC1(CC[C@@H](CN1)NC1=NC=C(C(=N1)C1=CNC=2C(N(C=CC21)C=2C=NN(C2)C)=O)C(F)(F)F)C